(S)-2-((2-((4-chloro-2-fluorobenzyl)oxy)-3-(1H-pyrazol-3-yl)-5,8-dihydro-1,7-naphthyridin-7(6H)-yl)methyl)-1-(oxetan-2-ylmethyl)-1H-benzo[d]imidazole-6-carboxylic acid methyl ester COC(=O)C=1C=CC2=C(N(C(=N2)CN2CCC=3C=C(C(=NC3C2)OCC2=C(C=C(C=C2)Cl)F)C2=NNC=C2)C[C@H]2OCC2)C1